N-Acetylneuraminic acid azide C(C)(=O)N[C@@H]1[C@H](CC(C(=O)N=[N+]=[N-])(O)O[C@H]1[C@H](O)[C@H](O)CO)O